BrC=1C=2N(C=CC1)C(=C(N2)C#CCNC2=C(C=C(C(=O)NC)C=C2)Cl)CC(F)(F)F 4-({3-[8-bromo-3-(2,2,2-trifluoroethyl)imidazo[1,2-a]pyridin-2-yl]prop-2-yn-1-yl}amino)-3-chloro-N-methylbenzamide